FC1=CC=2C(C3=CC=CC=C3C2C(=C1)C=1C=NN(C1)C(C(=O)NNC=1C=CC=2N(N1)C=CN2)C)(C(F)(F)F)O 2-(4-(2-fluoro-9-hydroxy-9-(trifluoromethyl)-9H-fluoren-4-yl)-1H-pyrazol-1-yl)-N'-(imidazo[1,2-b]pyridazin-6-yl)propanehydrazide